1-[4-(2,3-dimethylphenyl)piperazin-1-yl]-2-{3-[(3R,5S)-4-(2-methoxyethyl)-3,5-dimethylpiperazine-1-carbonyl]-5,6-dihydrocyclopenta[c]pyrazol-1(4H)-yl}ethan-1-one CC1=C(C=CC=C1C)N1CCN(CC1)C(CN1N=C(C2=C1CCC2)C(=O)N2C[C@H](N([C@H](C2)C)CCOC)C)=O